C1(=CC=CC=C1)N(C1=NC(=NC(=N1)N)N)C1=CC=CC=C1 N,N-diphenylmelamine